C(C)N(CC)CCN(CCOC(OC(CCCCCCCCC(=O)OCCC(CCCCC)CCCCC)CCCCCC)=O)CCOC(CCCCCCCC)=O 3-Pentyloctyl 3-ethyl-12-hexyl-6-(2-(nonanoyloxy)ethyl)-10-oxo-9,11-dioxa-3,6-diazahenicosan-21-oate